FC1=CC2=C(C=N1)N=CS2 6-Fluorothiazolo[4,5-c]pyridine